octanyl palmitate C(CCCCCCCCCCCCCCC)(=O)OCCCCCCCC